3-(4-Chloro-1H-pyrrolo[2,3-b]pyridin-2-yl)-5-fluorophenol ClC1=C2C(=NC=C1)NC(=C2)C=2C=C(C=C(C2)F)O